1-methyl-7-[4-(4-methylpiperazin-1-yl)anilino]-3-[(4R)-8-methyl-1-(2,2,2-trifluoroacetyl)-3,4-dihydro-2H-quinolin-4-yl]-4H-pyrimido[4,5-d]pyrimidin-2-one CN1C(N(CC=2C1=NC(=NC2)NC2=CC=C(C=C2)N2CCN(CC2)C)[C@@H]2CCN(C1=C(C=CC=C21)C)C(C(F)(F)F)=O)=O